Dipentylzinc C(CCCC)[Zn]CCCCC